S1C(=CC=C1)C(=O)[O-] 2-thiopheneAt